ClC=1C(=NN(C1C)C=1C=CC(=C(C(=O)N(C)C2=CC3=C(OCCO3)C=C2)C1)C)C 5-(4-chloro-3,5-dimethyl-pyrazol-1-yl)-N-(2,3-dihydro-1,4-benzodioxin-6-yl)-N,2-dimethyl-benzamide